COC1=C(C=C(C=C1)C1(NC=CC(=N1)NC1=NNC(=C1)C(C)(C)CC)N)OCCN1CCCC1 2-(4-methoxy-3-(2-(pyrrolidin-1-yl)ethoxy)phenyl)-N4-(5-(tert-amyl)-1H-pyrazol-3-yl)pyrimidine-2,4-diamine